ClC=1C(=NC=CC1)O[C@@H]1CN(CC1)C1=C(C=CC(=C1)OC1=C(C=CC=C1)C)CO (S)-(2-(3-(3-chloropyridin-2-yloxy)pyrrolidin-1-yl)-4-(o-tolyloxy)phenyl)methanol